(E)-7,10-dihydroxy-3,7-dimethyl-12-oxo-2-((R,2E,4E)-6-(pyridin-2-yl)hepta-2,4-dien-2-yl)oxacyclododec-4-en-6-yl 4-methylpiperazine-1-carboxylate CN1CCN(CC1)C(=O)OC1/C=C/C(C(OC(CC(CCC1(C)O)O)=O)\C(\C)=C\C=C\[C@@H](C)C1=NC=CC=C1)C